tert-butyl (2-methyl-3-oxo-3-((4-((R)-1-phenylpyrrolidin-2-yl)thiazol-2-yl)amino)propyl)carbamate CC(CNC(OC(C)(C)C)=O)C(NC=1SC=C(N1)[C@@H]1N(CCC1)C1=CC=CC=C1)=O